6-(4-methoxyphenylsulfonimidoyl)-2-((6-methoxypyridin-3-yl)methyl)phthalazin-1(2H)-one COC1=CC=C(C=C1)S(=O)(=N)C=1C=C2C=NN(C(C2=CC1)=O)CC=1C=NC(=CC1)OC